5-[3-({(1S)-1-[(1r,4S)-4-aminocyclohexyl]ethyl}amino)-5-fluoro-4-(prop-1-en-2-yl)phenyl]-1,3,4-oxadiazol-2(3H)-one hydrochloride Cl.NC1CCC(CC1)[C@H](C)NC=1C=C(C=C(C1C(=C)C)F)C1=NNC(O1)=O